5-chloro-4-(trifluoromethyl)pyridine-3-carboxylic acid ClC=1C(=C(C=NC1)C(=O)O)C(F)(F)F